N-[3-(2,3-dichloro-4-pyridyl)-2-methyl-phenyl]-5-(dimethoxymethyl)pyridine-2-carboxamide ClC1=NC=CC(=C1Cl)C=1C(=C(C=CC1)NC(=O)C1=NC=C(C=C1)C(OC)OC)C